[C@H]1([C@@H](O)[C@@H](O)[C@H](O)[C@H](O1)CO)OCC(CO[C@@H]1[C@@H](O)[C@@H](O)[C@H](O)[C@H](O1)CO)NC(CN(CC(=O)NCCCCCC(=O)ON1C(CCC1=O)=O)CC(NC(CO[C@@H]1[C@@H](O)[C@@H](O)[C@H](O)[C@H](O1)CO)CO[C@@H]1[C@@H](O)[C@@H](O)[C@H](O)[C@H](O1)CO)=O)=O 2,5-Dioxopyrrolidin-1-yl 6-(2-{bis[2-({1,3-bis[(α-D-mannopyranosyl)oxy]propan-2-yl}amino)-2-oxoethyl]amino}acetamido)hexanoate